5-bromo-N-((4-methoxy-6-methyl-2-oxo-1,2-dihydropyridin-3-yl)methyl)-3-(ethyl-(tetrahydro-2H-pyran-4-yl)amino)-2-methylbenzamide BrC=1C=C(C(=C(C(=O)NCC=2C(NC(=CC2OC)C)=O)C1)C)N(C1CCOCC1)CC